FC1(NN=CC=C1O)O 3-fluoropyridazinediol